triethylammonium dimethyl-5-sulfoisophthalate COC(C1=CC(C(=O)OC)=CC(=C1)S(=O)(=O)O)=O.C(C)[NH+](CC)CC